C(C)OC1=CSC(=C1)C1=NC=NC(=C1)NCCC1=CC(=CC=C1)C(F)(F)F 3-Ethoxy-5-{6-[2-(3-trifluoromethyl-phenyl)-ethylamino]-pyrimidin-4-yl}-thiophene